N-(2-{[4-(6-fluoro-3-phenyl-1H-pyrrolo[3,2-b]pyridin-2-yl)pyridin-3-yl]oxy}ethyl)prop-2-enamide FC=1C=C2C(=NC1)C(=C(N2)C2=C(C=NC=C2)OCCNC(C=C)=O)C2=CC=CC=C2